bis(trimethylsilylmethyl)aniline C[Si](C)(C)CN(C1=CC=CC=C1)C[Si](C)(C)C